OC=1C(C=C(OC1)C(=O)NCCCCCC(NC1=CC=CC=C1)=O)=O 5-Hydroxy-4-oxo-N-(6-oxo-6-(phenylamino)hexyl)-4H-pyran-2-carboxamide